C1(CC1)C1=C(C=C(C=C1)CC)[N+](=O)[O-] 1-cyclopropyl-4-ethyl-2-nitrobenzene